[Zn].[Pb].[Zn] zinc lead-zinc